6-[2-(8-fluoro-2,3-dihydro-benzo[1,4]dioxin-6-yl)-ethylamino]-pyrimidin FC1=CC(=CC2=C1OCCO2)CCNC2=CC=NC=N2